2-(4-methoxy-piperidin-1-yl)-ethylamine COC1CCN(CC1)CCN